ClC1=NN2C(N=C(C=C2)N2[C@H](C[C@@H](C2)O)C2=C(C=CC(=C2)F)F)=C1NC(=O)N[C@@H]1[C@@H](C1)F 1-(2-chloro-5-((2R,4S)-2-(2,5-difluorophenyl)-4-hydroxypyrrolidin-1-yl)pyrazolo[1,5-a]pyrimidin-3-yl)-3-((1S,2R)-2-fluorocyclopropyl)urea